2-(3-bromo-5-ethyl-1,2,4-triazol-1-yl)pyrimidine BrC1=NN(C(=N1)CC)C1=NC=CC=N1